ClC1=CC=C(C=C1)C1=NC2=C(N1)C=C(C=C2)C=2C=C1C(N(C=NC1=CC2)CCN2CCCCC2)=O 6-(2-(4-Chlorophenyl)-1H-benzo[d]imidazol-6-yl)-3-(2-(piperidin-1-yl)ethyl)quinazolin-4(3H)-one